(R)-2-(10,11-dihydro-5H-dibenzo[b,f]azepin-5-yl)-N-(1-(4-fluorophenyl)ethyl)ethan-1-amine C1=CC=CC=2N(C3=C(CCC21)C=CC=C3)CCN[C@H](C)C3=CC=C(C=C3)F